5-fluoro-3-methyl-3H-isobenzofuran-1-one FC=1C=C2C(OC(C2=CC1)=O)C